5-(4-bromo-1-methyl-1H-pyrazol-5-yl)-3-chloro-6-(2,6-difluoro-4-methoxyphenyl)1-ethylpyridin-2(1H)-one BrC=1C=NN(C1C=1C=C(C(N(C1C1=C(C=C(C=C1F)OC)F)CC)=O)Cl)C